butyl N-[6-cyano-5-[4-(trifluoromethyl)anilino]pyrazin-2-yl]carbamate C(#N)C1=C(N=CC(=N1)NC(OCCCC)=O)NC1=CC=C(C=C1)C(F)(F)F